dioctyl terephthalate C(C1=CC=C(C(=O)OCCCCCCCC)C=C1)(=O)OCCCCCCCC